(R)-N-(3-((4-amino-1-ethyl-1H-pyrazolo[3,4-d]pyrimidin-3-yl)ethynyl)-4-methylphenyl)-3-(4-fluorophenyl)isoxazolidin-2-carboxamide NC1=C2C(=NC=N1)N(N=C2C#CC=2C=C(C=CC2C)NC(=O)N2OCC[C@@H]2C2=CC=C(C=C2)F)CC